FC(OC=1C=C(C=CC1)C1=NN(C=2C1=NC=C(C2)C(=O)NC2(CS(C2)(=O)=O)C)CC2CCOCC2)F 3-(3-(difluoromethoxy)phenyl)-N-(3-methyl-1,1-dioxidothietan-3-yl)-1-((tetrahydro-2H-pyran-4-yl)methyl)-1H-pyrazolo[4,3-b]pyridine-6-carboxamide